C(#N)C1=C(SC2=C1C(=NC=C2F)C=2C1=C(C=3C=NC(=NC3C2F)N2C[C@H]([C@@H](C2)OC)NC(C)C)COC1)NC(OC(C)(C)C)=O tert-Butyl (3-cyano-7-fluoro-4-(5-fluoro-3-((3R,4R)-3-(isopropylamino)-4-methoxypyrrolidin-1-yl)-7,9-dihydrofuro[3,4-f]quinazolin-6-yl)thieno[3,2-c]pyridin-2-yl)carbamate